[(2R)-pyrrolidin-2-yl]methyl 6-[5-(6-methyl-2-pyridyl)-1H-pyrazol-4-yl]quinoline-3-carboxylate CC1=CC=CC(=N1)C1=C(C=NN1)C=1C=C2C=C(C=NC2=CC1)C(=O)OC[C@@H]1NCCC1